C(C)(C)(C)NC1CN(CC1)C=1N=NC(=CN1)C1=C(C=C2C=CN(C(C2=C1)=O)C)OC 7-{3-[3-(tert-butylamino)pyrrolidin-1-yl]-1,2,4-triazin-6-yl}-6-methoxy-2-methylisoquinolin-1-one